N-(4-(6-(tert-butyl)-1-(2-cyanoacetyl)-1,2,3,6-tetrahydropyridin-4-yl)-1H-pyrrolo[2,3-b]pyridin-6-yl)cyclopropylcarboxamide C(C)(C)(C)C1C=C(CCN1C(CC#N)=O)C1=C2C(=NC(=C1)NC(=O)C1CC1)NC=C2